5-(4-(5-Chloro-6-methyl-1H-indazol-4-yl)-5-methyl-1-(2-azaspiro[3.3]heptan-6-yl)-1H-pyrazol-3-yl)-8-(tetrahydro-2H-pyran-4-yl)-5,8-diazaspiro[3.5]nonane ClC=1C(=C2C=NNC2=CC1C)C=1C(=NN(C1C)C1CC2(CNC2)C1)N1C2(CCC2)CN(CC1)C1CCOCC1